FC1=CC(=C(C(=O)NC=2SC=CN2)C=C1)NS(=O)(=O)C(C)C 4-fluoro-2-((1-methylethyl)sulfonamido)-N-(thiazol-2-yl)benzamide